C(C1=CC=CC=C1)SC=1C=C2C=CC(N(C2=CC1)C1=C(C=C(C=C1)Br)OC)=O 6-(BENZYLTHIO)-1-(4-BROMO-2-METHOXYPHENYL)QUINOLIN-2(1H)-ONE